CN(C(C(=C)C)=O)C1=C(C=C(C(=C1)OC)OC)C#N N-methyl-N-(2-cyano-4,5-dimethoxyphenyl)-methacrylamide